C1(CC1)C1=NC(=CC(=C1)C(=O)N1CCC(CC1)S(=O)(=O)C1=C(C=C(C=C1)S(=O)(=O)N)F)OCC1CCOCC1 4-[1-[2-cyclopropyl-6-(oxacyclohex-4-ylmethoxy)pyridine-4-carbonyl]piperidin-4-yl]sulfonyl-3-fluorobenzenesulfonamide